N-((2-(6-((2-(dimethylamino)-2-oxoethyl)amino)pyridin-2-yl)-1,6-naphthyridin-7-yl)methyl)-5-(methylsulfonyl)nicotinamide CN(C(CNC1=CC=CC(=N1)C1=NC2=CC(=NC=C2C=C1)CNC(C1=CN=CC(=C1)S(=O)(=O)C)=O)=O)C